4-((7-cyclobutoxy-4-oxo-3,4-dihydrophthalazin-1-yl)methyl)-2-fluorobenzoic acid C1(CCC1)OC1=CC=C2C(NN=C(C2=C1)CC1=CC(=C(C(=O)O)C=C1)F)=O